(4S,5R)-N-(2-methoxybenzyl)-4-methyl-2-oxo-5-[3-(trifluoromethyl)phenyl]-1,3-oxazolidine-3-carboxamide COC1=C(CNC(=O)N2C(O[C@@H]([C@@H]2C)C2=CC(=CC=C2)C(F)(F)F)=O)C=CC=C1